FC1=CC(=C(C=C1[N+](=O)[O-])NC1=NC=NC(=C1)N1OCC[C@@H]1C1=CC(=CC=C1)OC1=CC=CC=C1)OC (R)-N-(4-fluoro-2-methoxy-5-nitrophenyl)-6-(3-(3-phenoxyphenyl)isoxazolidin-2-yl)pyrimidin-4-amine